N-((2-(cyclopropanesulfonamido)thiazol-4-yl)methyl)-4-(6-ethoxypyrazin-2-yl)benzamide C1(CC1)S(=O)(=O)NC=1SC=C(N1)CNC(C1=CC=C(C=C1)C1=NC(=CN=C1)OCC)=O